CC1(CCC2=C(NC1=O)C=NC=C2)C 3,3-dimethyl-4,5-dihydro-1H-pyrido[3,4-b]azepin-2-one